(S)-4',5'-dihydrospiro[cyclohexane-1,6'-indolo[3,2,1-de][1,5]naphthyridin] C1=CN=C2CCC3(N4C2=C1C=1C=CC=CC14)CCCCC3